(S)-2-(3-Chlorophenyl)-2-methyl-1-phenylpropyl ((S)-4-methyl-1-oxo-1-(((S)-1-oxo-3-((S)-2-oxopyrrolidin-3-yl)propan-2-yl)amino)pentan-2-yl)carbamate CC(C[C@@H](C(N[C@H](C=O)C[C@H]1C(NCC1)=O)=O)NC(O[C@H](C(C)(C)C1=CC(=CC=C1)Cl)C1=CC=CC=C1)=O)C